(R)-N'-((6-cyclopropyl-5-methyl-2,3-dihydro-1H-inden-4-yl)carbamoyl)-2-(2-hydroxypropan-2-yl)thiazole-5-sulfonimidamide C1(CC1)C1=C(C(=C2CCCC2=C1)NC(=O)N=[S@](=O)(N)C1=CN=C(S1)C(C)(C)O)C